3-(3-hexyloxybenzyloxy)-N-(pyridin-3-yl)thiophene-2-carboxamide C(CCCCC)OC=1C=C(COC2=C(SC=C2)C(=O)NC=2C=NC=CC2)C=CC1